OCC=1N=C(SC1C(C)C)C1=CC=C(C(=O)N(C)C)C=C1 4-(4-(hydroxymethyl)-5-isopropylthiazol-2-yl)-N,N-dimethylbenzamide